2,4,6-tri-tert-butylphenol monophosphite P(O)(O)OC1=C(C=C(C=C1C(C)(C)C)C(C)(C)C)C(C)(C)C